[Si](C)(C)(C(C)(C)C)OC1(CCCC1)C1=NNC(=C1)N (1S,3R)-3-((tert-butyldimethylsilyloxy)cyclopentyl)-1H-pyrazol-5-amine